1,4,6,7-tetrahydropyrazolo[3,4-d]oxazine N1N=CC2=C1CNOC2